2-(2,6-Dioxopiperidin-3-yl)-5-((7-(4-(4-(5-(2-Fluoro-6-methoxyphenyl)-1H-pyrazolo[4,3-d]pyrimidin-3-yl)phenyl)piperazin-1-yl)-7-oxoheptyl)amino)isoindolin-1,3-dion O=C1NC(CCC1N1C(C2=CC=C(C=C2C1=O)NCCCCCCC(=O)N1CCN(CC1)C1=CC=C(C=C1)C1=NNC2=C1N=C(N=C2)C2=C(C=CC=C2OC)F)=O)=O